(R)-2-(1-(3-(3,6-dihydro-2H-pyran-4-yl)phenyl)cyclopropyl)-6-(2-hydroxy-2-(3-(trifluoromethyl)phenyl)acetyl)-3,5,6,7,8,9-hexahydro-4H-pyrimido[5,4-c]azepin-4-one O1CCC(=CC1)C=1C=C(C=CC1)C1(CC1)C=1NC(C=2CN(CCCC2N1)C([C@@H](C1=CC(=CC=C1)C(F)(F)F)O)=O)=O